N-(3-(pyridin-4-yloxy)phenyl)-4-(quinolin-4-ylamino)benzamide tert-Butyl-(2S,4S)-2-(3-fluorophenyl)-4-(2,2,2-trifluoro-N-methylacetamido)piperidine-1-carboxylate C(C)(C)(C)OC(=O)N1[C@@H](C[C@H](CC1)N(C(C(F)(F)F)=O)C)C1=CC(=CC=C1)F.N1=CC=C(C=C1)OC=1C=C(C=CC1)NC(C1=CC=C(C=C1)NC1=CC=NC2=CC=CC=C12)=O